ClC1=CC=C2C=CC=NC2=C1C=1C(=NC(=CC1)CC)N (7-Chloroquinolin-8-yl)-6-ethylpyridin-2-amine